C(C)(=O)NC1CC(OC2=C1C=C(C=C2)Cl)C(=O)NC21CC(C2)(C1)NC(COC1=CC(=C(C=C1)Cl)F)=O 4-acetamido-6-chloro-N-{3-[2-(4-chloro-3-fluorophenoxy)acetamido]bicyclo[1.1.1]pent-1-yl}-3,4-dihydro-2H-1-benzopyran-2-carboxamide